3-(4-morpholinophenyl)isothiazol-5-amine O1CCN(CC1)C1=CC=C(C=C1)C1=NSC(=C1)N